OC1=CC=C(C=C1)C(=C(CC)C1=CC=CC=C1)C1=CC=C(OCCCOC2N(C(C3=CC=CC=C23)=O)C2C(NC(CC2)=O)=O)C=C1 3-(3-(3-(4-(1-(4-hydroxyphenyl)-2-phenylbut-1-en-1-yl)phenoxy)propoxy)-1-oxoisoindolin-2-yl)piperidine-2,6-dione